(2-morpholinocyclopentyl)methanol O1CCN(CC1)C1C(CCC1)CO